([1,1'-Biphenyl]-4-yl)ethan-1-ol C1(=CC=C(C=C1)C(C)O)C1=CC=CC=C1